3-methoxy-3-((4-(trifluoromethyl)phenyl)ethynyl)pyrrolidine 2,2,2-trifluoroacetate FC(C(=O)O)(F)F.COC1(CNCC1)C#CC1=CC=C(C=C1)C(F)(F)F